BrC=1C(=NN(C1)C1=NC=C(C=C1)[N+](=O)[O-])C#N 4-bromo-1-(5-nitro-2-pyridyl)pyrazole-3-carbonitrile